Sec-butyltris(dimethylamino)Tin C(C)(CC)[Sn](N(C)C)(N(C)C)N(C)C